CC=1NC2=CC=C(C=C2C1)C1=CC=C(N=N1)NC1[C@@H]2CN(C[C@H]12)CC1CCOCC1 (1r,5s,6s)-N-[6-(2-methylindol-5-yl)pyridazin-3-yl]-3-(tetrahydropyran-4-ylmethyl)-3-azabicyclo[3.1.0]hexane-6-amine